[Na+].C(C)(C)(C)C=1C(=CC(=C(C(=O)[O-])C1)C)O 5-t-butyl-4-hydroxy-2-methylbenzoic acid, sodium salt